ClC1=C(C=CC=C1F)C=1NC(=CC1C(=O)N)C1=C2C(=NC=C1)NC=C2 2-(2-chloro-3-fluorophenyl)-5-(1H-pyrrolo[2,3-b]pyridin-4-yl)-1H-pyrrole-3-carboxamide